OC=1C=C(CNC(C2=C(C=CC(=C2)C(F)(F)F)N2CCCCC2)=O)C=CC1OC N-(3-hydroxy-4-methoxybenzyl)-2-piperidinyl-5-trifluoromethylbenzamide